[H-].[H-].CC=1C(=C(C(C1)([SiH3])[Hf+2]C1(C(=C(C(=C1)C)C)C)[SiH3])C)C bis(trimethyl-silyl-cyclopentadienyl)hafnium dihydride